3-chloro-4-[(3,5-difluoropyridin-2-yl)methoxy]-2'-[2-(1-hydroxycyclobutyl)pyrimidin-4-yl]-5',6-dimethyl-[1,4'-bipyridin]-2-one ClC=1C(N(C(=CC1OCC1=NC=C(C=C1F)F)C)C1=CC(=NC=C1C)C1=NC(=NC=C1)C1(CCC1)O)=O